tert-Butyl 4-(5-ethynyl-4-formyl-1H-pyrazol-1-yl)piperidine-1-carboxylate C(#C)C1=C(C=NN1C1CCN(CC1)C(=O)OC(C)(C)C)C=O